8-((2s,5r)-4-((4-cyclopropylthiazol-2-yl)(4-fluorophenyl)methyl)-5-ethyl-2-methylpiperazin-1-yl)-5-methyl-6-oxo-5,6-dihydro-1,5-naphthyridine-2-carbonitrile C1(CC1)C=1N=C(SC1)C(N1C[C@@H](N(C[C@H]1CC)C1=CC(N(C=2C=CC(=NC12)C#N)C)=O)C)C1=CC=C(C=C1)F